7-(2-Fluorophenyl)-2,3-dihydropyrazolo[5,1-b][1,3]oxazole-6-carboxylic acid FC1=C(C=CC=C1)C=1C(=NN2C1OCC2)C(=O)O